OC(C1=C2C=CN(C2=C(C=C1OC)C)C(=O)OC(C)(C)C)C1(CC1)C(=O)OC tert-butyl 4-(hydroxy(1-(methoxycarbonyl)cyclopropyl)methyl)-5-methoxy-7-methyl-1H-indole-1-carboxylate